C(C=C)(=O)O[C@@]1(CC[C@]23[C@@H](CC[C@H]2C([C@H]1C3)(C)C)C)C 2-propenoic acid, (3R,3aS,6R,7R,8aS)-octahydro-3,6,8,8-tetramethyl-1H-3a,7-methanoazulen-6-yl ester